{6-amino-5-[(1R)-1-(pyridin-3-yl)ethoxy]pyridin-3-yl}boronic acid NC1=C(C=C(C=N1)B(O)O)O[C@H](C)C=1C=NC=CC1